BrC1=CC=C(C(=N1)NC(=O)[C@H]1N([C@@H]2C[C@@]2(C1)C)C(CN1N=C(C2=CC(=CC=C12)C=1C=NC(=NC1)C)C(=O)NCC(C)C)=O)C 1-(2-((1R,3S,5R)-3-((6-bromo-3-methylpyridin-2-yl)carbamoyl)-5-methyl-2-azabicyclo[3.1.0]hexan-2-yl)-2-oxoethyl)-N-isobutyl-5-(2-methylpyrimidin-5-yl)-1H-indazole-3-carboxamide